tert-butyl N-(2-cyanoallyl)-N-[2-isopropoxy-7-[6-[(1-methyl-4-piperidyl) carbamoyl]-2-pyridyl]-1-naphthyl]carbamate C(#N)C(CN(C(OC(C)(C)C)=O)C1=C(C=CC2=CC=C(C=C12)C1=NC(=CC=C1)C(NC1CCN(CC1)C)=O)OC(C)C)=C